C(CCCCCCC)(=O)OC=1C(OC(CCCCCCC)=O)=CC(=CC1O)CC=C 4-allyl-6-hydroxypyrocatechol di-n-octanoate